(S)-2-((S)-2-((R)-4-((3R,5R,8R,9S,10S,13R,14S,17R)-3-hydroxyl-10,13-dimethyl-hexadecahydro-1H-cyclopenta[a]phenanthren-17-yl)pentanamido)-3-methylbutanamido)propanoic acid O[C@@H]1CC[C@@]2([C@H]3CC[C@@]4([C@H](CC[C@H]4[C@@H]3CC[C@@H]2C1)[C@@H](CCC(=O)N[C@H](C(=O)N[C@H](C(=O)O)C)C(C)C)C)C)C